[Si](C)(C)(C(C)(C)C)OCC=1C=C(C=CC1)N1N=C(C=C1)CC(=O)OC methyl 2-[1-(3-{[(tert-butyldimethylsilyl)oxy]methyl}phenyl)-1H-pyrazol-3-yl]acetate